2-Phenyl-4-(4-chlorophenyl)imidazole Butyl-((5-isobutyl-4'-((2-(thiazol-2-yl)-1H-imidazol-1-yl)methyl)-[1,1'-biphenyl]-2-yl)sulfonyl)carbamate C(CCC)OC(NS(=O)(=O)C1=C(C=C(C=C1)CC(C)C)C1=CC=C(C=C1)CN1C(=NC=C1)C=1SC=CN1)=O.C1(=CC=CC=C1)C=1NC=C(N1)C1=CC=C(C=C1)Cl